tert-butyl (R)-3-(4-(6-amino-5-chloro-2-fluoropyridin-3-yl)phenoxy)piperidine-1-carboxylate NC1=C(C=C(C(=N1)F)C1=CC=C(O[C@H]2CN(CCC2)C(=O)OC(C)(C)C)C=C1)Cl